1,2,2-trichloro-1,1,2-trifluoroethane ClC(C(F)(Cl)Cl)(F)F